BrC1=CC2=C(OC3=C2C=C(C=C3)C3=CC=CC=C3)C=C1 2-Bromo-8-phenyldibenzofuran